(S)-5-(3-((4-(1H-pyrrol-1-yl)piperidin-1-yl)methyl)piperidin-1-yl)-2-(furan-2-yl)-[1,2,4]triazolo[1,5-a][1,3,5]triazine-7-amine N1(C=CC=C1)C1CCN(CC1)C[C@H]1CN(CCC1)C1=NC=2N(C(=N1)N)N=C(N2)C=2OC=CC2